6,8-dihydroxy-5-(piperazin-1-yl)-2,3-dihydro-1,4-benzodioxine OC1=C(C2=C(OCCO2)C(=C1)O)N1CCNCC1